copper-manganese-iron oxide [O-2].[Fe+2].[Mn+2].[Cu+2].[O-2].[O-2]